3-[(2-chloro-6-fluorophenyl)methyl]-4-(ethoxymethyl)-4,5-dihydro-1,2,4-oxadiazol-5-one ClC1=C(C(=CC=C1)F)CC1=NOC(N1COCC)=O